C1(CCCCC1)C1=CC=C(C=C1)C=1NC=2N(C(C1)=O)N=C(C2C(=O)N2CC(CC2)C#N)C(CO)C 1-[5-(4-cyclohexylphenyl)-7-oxo-2-[2-hydroxy-1-methyl-ethyl]-4H-pyrazolo[1,5-a]pyrimidine-3-carbonyl]pyrrolidine-3-carbonitrile